(S)-4-Benzyl-N-(5-methyl-4-oxo-7-(pyridin-2-ylethynyl)-2,3,4,5-tetrahydrobenzo[b][1,4]oxazepin-3-yl)-1H-pyrazol-1-carboxamid C(C1=CC=CC=C1)C=1C=NN(C1)C(=O)N[C@@H]1C(N(C2=C(OC1)C=CC(=C2)C#CC2=NC=CC=C2)C)=O